FC(CN1C=NC(=C1C=1NC=C(N1)C(=O)NC1=CC=C(C=C1)N1CCN(CC1)C(=O)OC(C)(C)C)C1=CC=C(C=C1)F)(OC)F tert-butyl 4-(4-(3'-(2,2-difluoro-2-methoxyethyl)-5'-(4-fluorophenyl)-1H,3'H-[2,4'-biimidazole]-4-carboxamido)phenyl)piperazine-1-carboxylate